C(C)(C)(C)OC(=O)N(N)CC(=C(F)F)C1=CC=C(C=C1)C(F)(F)F 1-(3,3-difluoro-2-(4-(trifluoromethyl)phenyl)allyl)hydrazine-1-carboxylic acid tert-butyl ester